BrC1=NN(C(=C1)C(=O)NC1(CC1)C(=O)N(NC(C1=C(C(=CC=C1)OC)C)=O)C(C)(C)C)C1=NC=CC=C1Cl 3-bromo-N-(1-(1-(tert-butyl)-2-(3-methoxy-2-methylbenzoyl)hydrazine-1-carbonyl)cyclopropyl)-1-(3-chloropyridin-2-yl)-1H-pyrazole-5-carboxamide